C(CCC)(=O)NC1=CC(=C(N=N1)C(=O)NC([2H])([2H])[2H])NC1=NC=CC(=C1OC)C1=NN(C=N1)C 6-butyrylamino-4-{[3-methoxy-4-(1-methyl-1H-1,2,4-triazol-3-yl)pyridin-2-yl]amino}-N-(2H3)methylpyridazine-3-carboxamide